C(C=C)(=O)N1C[C@@H](N(C[C@H]1C)C1=NC(N2C3=C(C(=CC=C13)C1=CC(=CC(=C1)F)Cl)OCC2)=O)C 7-((2S,5R)-4-acryloyl-2,5-dimethylpiperazin-1-yl)-10-(3-chloro-5-fluorophenyl)-2H-[1,4]oxazino[2,3,4-ij]quinazolin-5(3H)-one